N[C@H](C(=O)N1[C@H]2C[C@H]2C[C@H]1C#N)C12CC3(CC(C[C@@H](C1)C3)C2)OCCN2CCC(CC2)NC(=O)C=2NC(C=CC2)=O N-(1-(2-(((1R,3S,5S)-3-((S)-1-amino-2-((1S,3S,5S)-3-cyano-2-azabicyclo[3.1.0]hexan-2-yl)-2-oxoethyl)adamantan-1-yl)oxy)ethyl)piperidin-4-yl)-6-oxo-1,6-dihydropyridine-2-carboxamide